2-([(5-ACETYL-2-METHOXYPHENYL)METHYL]AMINO)PROPANOIC ACID C(C)(=O)C=1C=CC(=C(C1)CNC(C(=O)O)C)OC